O(C1=C(C=CC=C1)P(C1=CC=CC=C1)C1=CC=CC=C1)C1=C(C=CC=C1)P(C1=CC=CC=C1)C1=CC=CC=C1 (oxybis(2,1-phenylene))bis(diphenylphosphane)